C(C)(C)(C)C=1C=C2C=3C=C(C=CC3N3C2=C(C1)C1=CC(=CC=C13)C(C)(C)C)C1=CC(=CC(=C1)Cl)Cl 2,5-di-tert-butyl-11-(3,5-dichlorophenyl)indolo[3,2,1-jk]carbazole